FC1(CC(CC1)N)F 3,3-Difluorocyclopentan-1-amine